C(C(C)C)CC(C)=C Isobutyl-(isobutylene)